1-(2-bromo-3,5-dihydroxyphenyl)-3-(3-methoxy-4-hydroxyphenyl)-(2E)-2-propen-1-one BrC1=C(C=C(C=C1O)O)C(\C=C\C1=CC(=C(C=C1)O)OC)=O